2-(5-Fluoro-1H-indol-3-yl)-1-[4-(5-hydroxypyridin-2-yl)-piperazin-1-yl]-ethanone FC=1C=C2C(=CNC2=CC1)CC(=O)N1CCN(CC1)C1=NC=C(C=C1)O